1,1,1,3,3,5,5-heptamethyl-5-phenoxytrisiloxane C[Si](O[Si](O[Si](OC1=CC=CC=C1)(C)C)(C)C)(C)C